CN1CC=2N(CC1)N=CC2C=2C=C1C(=NC2)NC=C1C1=CC=C2C(NC3(C2=C1)CCCCC3)=O 6'-(5-(5-methyl-4,5,6,7-tetrahydropyrazolo[1,5-a]pyrazin-3-yl)-1H-pyrrolo[2,3-b]pyridin-3-yl)spiro[cyclohexane-1,1'-isoindolin]-3'-one